C(C)(C)(C)C1=CC=C(C=C1)[C@H](C)NC(=O)C1=CC=C2C(=C(N(C2=C1)CC(C)C)C)CC=1C=C(O[C@@H](C(=O)O)C)C=C(C1)Cl (R)-2-(3-((6-(((S)-1-(4-(tert-butyl)phenyl)ethyl)carbamoyl)-1-isobutyl-2-methyl-1H-indol-3-yl)methyl)-5-chlorophenoxy)propanoic acid